C(C)(C)(C)[Si](C)(C)OCCN=C=S tert-butyl(2-isothiocyanatoethoxy)dimethylsilane